OC1=NC(=NC(=C1)O)SCCC 4,6-dihydroxy-2-(propylthio)pyrimidine